Rac-8-((1S,2S,4R)-bicyclo[2.2.1]heptan-2-yl)-2-((1-((1-methyl-1H-pyrazol-3-yl)sulfonyl)piperidin-4-yl)amino)pyrido[2,3-d]pyrimidin-7(8H)-one [C@H]12[C@H](C[C@H](CC1)C2)N2C(C=CC1=C2N=C(N=C1)NC1CCN(CC1)S(=O)(=O)C1=NN(C=C1)C)=O |r|